[Ti].C1(=CC=CC=C1)[C@H]1[C@@H](CNC1)C(=O)NC1=CC(=CC=C1)NC1=CC=CC=C1 (3S,4R)-4-phenyl-N-[3-(phenylamino)phenyl]Pyrrolidine-3-carboxamide titanium